N1=C(NCC1)C=1C=C(C=C(C1)NC=O)F N-[5-(4,5-dihydro-3H-imidazol-2-yl)-3-fluorophenyl]methane-amide